bis(3-methyl-4-vinylthiophenyl)sulfide CC=1C=C(C=CC1SC=C)SC1=CC(=C(C=C1)SC=C)C